C(C1=CC=CC=C1)OC(=O)NC1=NN(C(=C1)C1C=C(CC1)OS(=O)(=O)C(F)(F)F)C(=O)OC(C)(C)C tert-butyl 3-(((benzyloxy)carbonyl)amino)-5-(3-(((trifluoromethyl)sulfonyl)oxy)cyclopent-2-en-1-yl)-1H-pyrazole-1-carboxylate